COC1=CC2=C(C=3N=C(OC31)C)C=C(S2)C(=O)OCC ethyl 4-methoxy-2-methylthieno[2',3':5,6]benzo[1,2-d]oxazole-7-carboxylate